C(#N)C=1C=CC(=C(C1)C1=CC(=NC=C1C(=O)NC=1SC=2CN(CCC2N1)C(=O)[C@@H]1COCCC1)C)OC |o1:28| (S or R)-4-(5-cyano-2-methoxyphenyl)-6-methyl-N-(5-(tetrahydro-2H-pyran-3-carbonyl)-4,5,6,7-tetrahydrothiazolo[5,4-c]pyridin-2-yl)nicotinamide